FC1=C(CC2C[C@H](NC2)C(=O)O)C=CC=C1 gamma-(2-fluoro-benzyl)-proline